C(C=C)(=O)N1CCN(CC1)N1C(N=CC2=CC=CC=C12)=O (4-(2-propenoyl)-1-piperazinyl)-2(1H)-quinazolinone